(3S,4S)-1-Cyclohexyl-4-{[5-(2,4-difluoro-phenyl)-isoxazole-3-carbonyl]-amino}-piperidine-3-carboxylic acid (2-m-tolyl-ethyl)-amide C1(=CC(=CC=C1)CCNC(=O)[C@H]1CN(CC[C@@H]1NC(=O)C1=NOC(=C1)C1=C(C=C(C=C1)F)F)C1CCCCC1)C